triphenylphosphine oxide europium [Eu].C1(=CC=CC=C1)P(C1=CC=CC=C1)(C1=CC=CC=C1)=O